ClC1=C(C(=CC=C1)F)C1N(CCC1)C1=CC=C(C(=O)N[C@H](C)\C=C\S(=O)(=O)C)C=C1 4-(2-(2-chloro-6-fluorophenyl)pyrrolidin-1-yl)-N-((R,E)-4-(methylsulfonyl)but-3-en-2-yl)benzamide